acryloyloxy-n-hexyl isocyanate C(C=C)(=O)OCCCCCCN=C=O